3-bromo-1-[4-(trifluoromethoxy)phenyl]-1,2,4-triazole BrC1=NN(C=N1)C1=CC=C(C=C1)OC(F)(F)F